FC(C(=O)O)(F)F.OC(C(=O)OC)C1CCNCC1 methyl 2-hydroxy-2-(piperidin-4-yl)acetate, 2,2,2-trifluoroacetate salt